FC(C1=NN=C(O1)C1=CC(=C(CN2N=NC(=C2)C=2C=C(C=CC2F)N2CCN(CC2)C(=O)OC(C)(C)C)C=C1)F)F tert-butyl 4-(3-(1-(4-(5-(difluoromethyl)-1,3,4-oxadiazol-2-yl)-2-fluorobenzyl)-1H-1,2,3-triazol-4-yl)-4-fluorophenyl)piperazin-1-carboxylate